5-(3,3-difluorocyclobutyl)-4-oxo-4,5-dihydro-1H-pyrazolo[4,3-c]pyridine-7-carboxamide FC1(CC(C1)N1C(C2=C(C(=C1)C(=O)N)NN=C2)=O)F